1-((S)-7-((3R,4S)-4-(2-chloro-6-fluorophenyl)-6,6-dimethyltetrahydro-2H-pyran-3-carbonyl)-6-methyl-2,7-diazaspiro[3.5]nonan-2-yl)prop-2-en-1-one ClC1=C(C(=CC=C1)F)[C@@H]1[C@H](COC(C1)(C)C)C(=O)N1[C@H](CC2(CN(C2)C(C=C)=O)CC1)C